N1=CC=C(C=C1)CN1C=CC2=CC(=CC=C12)N 1-(pyridin-4-ylmethyl)-1H-indol-5-amine